N-{4-[2-(2-chloro-4-fluorophenyl)acetylamino]pyridin-2-yl}-N-(3,4-difluorophenyl)acetamide ClC1=C(C=CC(=C1)F)CC(=O)NC1=CC(=NC=C1)N(C(C)=O)C1=CC(=C(C=C1)F)F